ClC1=NC=C(C=C1O)CO 2-chloro-5-(hydroxymethyl)pyridin-3-ol